3H-indole bromide [Br-].N1=CCC2=CC=CC=C12